N-[3-bromo-6-(tert-butoxycarbonylamino)-2-fluorophenyl]carbamic acid tert-butyl ester C(C)(C)(C)OC(NC1=C(C(=CC=C1NC(=O)OC(C)(C)C)Br)F)=O